FC(S(=O)(=O)ON1C(C(=C(C1=O)C1=CC=CC=C1)C1=CC=CC=C1)=O)(F)F N-trifluoromethanesulfonyloxydiphenylmaleimide